CC1=NN(C(=C1CCC(=O)N1CCN(CC1)CC1=C(C(=CC=C1)C1=NN=NN1)C)C)C=1C=CC=2N(N1)C(=NN2)C(F)(F)F 3-(3,5-Dimethyl-1-(3-(trifluoromethyl)-[1,2,4]triazolo[4,3-b]pyridazin-6-yl)-1H-pyrazol-4-yl)-1-(4-(2-methyl-3-(1H-tetrazol-5-yl)benzyl)piperazin-1-yl)propan-1-one